(E)-4-((3R,4R)-3,4-dimethoxypyrrolidin-1-yl)-1-(3-(4-((3-methyl-4-((1-methyl-1H-benzo[d]imidazol-5-yl)oxy)phenyl)amino)pyrrolo[2,1-f][1,2,4]triazin-5-yl)azetidin-1-yl)but-2-en-1-one CO[C@@H]1CN(C[C@H]1OC)C/C=C/C(=O)N1CC(C1)C=1C=CN2N=CN=C(C21)NC2=CC(=C(C=C2)OC2=CC1=C(N(C=N1)C)C=C2)C